COC[C@H](C(N[C@@H](CCCC1=CC=CC=C1)B1OC(C(O1)(C)C)(C)C)=O)NC(OC(C)(C)C)=O tert-butyl ((R)-3-methoxy-1-oxo-1-(((R)-4-phenyl-1-(4,4,5,5-tetramethyl-1,3,2-dioxaborolan-2-yl)butyl)amino) propan-2-yl)carbamate